pentamethylene diiodide C(CCCCI)I